N-[5-(trifluoromethoxy)pyridin-2-yl]bicyclo[2.1.1]hexane-1-carboxamide FC(OC=1C=CC(=NC1)NC(=O)C12CCC(C1)C2)(F)F